FC(C1=NN(C2=CC(=CC=C12)F)C1=NC=C(C=N1)C(=O)NC12CC(C1)(C2)C(C)(C)O)F 2-(3-(Difluoromethyl)-6-fluoro-1H-indazol-1-yl)-N-(3-(2-hydroxypropan-2-yl)bicyclo[1.1.1]pentan-1-yl)pyrimidine-5-carboxamide